CN(C(=O)C=1C=CC(=C(C(=O)O)C1)OCC)C 5-(dimethylcarbamoyl)-2-ethoxybenzoic acid